C1OCC12CN(C2)C2=NC=CC=N2 2-(2-oxa-6-azaspiro[3.3]heptane-6-yl)pyrimidine